N-(6-chloro-1-(3-(4-methoxyphenyl)prop-2-yn-1-yl)-3-methyl-2,4-dioxo-1,2,3,4-tetrahydropyrimidin-5-yl)-3-(p-tolyl)propanamide ClC1=C(C(N(C(N1CC#CC1=CC=C(C=C1)OC)=O)C)=O)NC(CCC1=CC=C(C=C1)C)=O